N1(C=CC=C1)C1=C(C=CC=C1)N1CC(C1)OC1=CC=C(COC=2C=NC=CC2)C=C1 3-((4-((1-(2-(1H-pyrrole-1-yl)phenyl)azetidin-3-yl)oxy)benzyl)oxy)pyridine